C(C)(C)(C)C(C(=O)O[C@H]1CN(C[C@@H]1[C@H]1N2C(C3=CC=CC=C13)=CN=C2)S(=O)(=O)CC)CCN2N=CN=C2CO (3R,4R)-1-(ethylsulfonyl)-4-((R)-5H-imidazo[5,1-a]isoindol-5-yl)pyrrolidin-3-ol tert-butyl-4-(5-(hydroxymethyl)-1H-1,2,4-triazol-1-yl)butanoate